diallyl malonate dipentyl-malonate C(CCCC)C(C(=O)O)(C(=O)O)CCCCC.C(CC(=O)OCC=C)(=O)OCC=C